Stearamidoethyl acrylate C(C=C)(=O)OCCNC(CCCCCCCCCCCCCCCCC)=O